(S)-1-(2-methyl-4-(8-((3-methyl-4-((1-methyl-1H-benzo[d][1,2,3]triazol-5-yl)oxy)phenyl)amino)pyrimido[5,4-d]pyrimidin-2-yl)piperazin-1-yl)prop-2-en-1-one C[C@@H]1N(CCN(C1)C=1N=CC2=C(N1)C(=NC=N2)NC2=CC(=C(C=C2)OC2=CC1=C(N(N=N1)C)C=C2)C)C(C=C)=O